ClC1=NC(=CC=C1)C1(COCC1)CC 2-chloro-6-(3-ethyltetrahydrofuran-3-yl)pyridine